OC(CCCCCCCCCCC(=O)NCCCN(C)C)CCCCCC 12-hydroxystearamidopropyl-dimethyl-amine